FC(OC1(CCC1)C1=NN=C(O1)C12CC(C1)(C2)N)(F)F 3-(5-(3-cis-(trifluoromethoxy)cyclobutyl)-1,3,4-oxadiazol-2-yl)bicyclo[1.1.1]pentan-1-amine